5-Methoxy-3-[(3-methoxyphenyl)methyl]-6-(1H-pyrazol-4-yl)quinazolin-4-one COC1=C2C(N(C=NC2=CC=C1C=1C=NNC1)CC1=CC(=CC=C1)OC)=O